C(C)(=O)O.C(=O)(C(=C)C)O methacryl alcohol acetate